racemic-phenethylamine C(CC1=CC=CC=C1)N